[6-[(4R,7S)-4,7-dimethyl-4,5,6,7-tetrahydropyrazolo[1,5-a]pyrazin-2-yl]-7-[3-(2-methoxyethoxy)-2-pyridyl]thieno[3,2-c]pyridin-4-yl] trifluoromethanesulfonate FC(S(=O)(=O)OC1=NC(=C(C2=C1C=CS2)C2=NC=CC=C2OCCOC)C2=NN1C([C@H](NC[C@@H]1C)C)=C2)(F)F